(1R,4R)-4-(4-(((R)-1-(4-(2-chloro-6-((dimethylamino)methyl)phenyl)thiophene-2-yl)ethyl)amino)-7-methoxy-2-methylquinazolin-6-yl)cyclohexane-1-carboxylic acid ClC1=C(C(=CC=C1)CN(C)C)C=1C=C(SC1)[C@@H](C)NC1=NC(=NC2=CC(=C(C=C12)C1CCC(CC1)C(=O)O)OC)C